N-(6-(2-(3-chloro-4-fluorophenyl)-2-methylpropionyl)pyridin-3-yl)-2-(4-(ethylsulfonyl)phenyl)acetamide ClC=1C=C(C=CC1F)C(C(=O)C1=CC=C(C=N1)NC(CC1=CC=C(C=C1)S(=O)(=O)CC)=O)(C)C